4'-cyclopropyl-5-(furan-3-yl)-N-(4-(1-isopropyl-4-(trifluoromethyl)-1H-imidazol-2-yl)benzyl)-6'-methoxy-[2,5'-bipyrimidin]-4-amine C1(CC1)C1=NC=NC(=C1C1=NC=C(C(=N1)NCC1=CC=C(C=C1)C=1N(C=C(N1)C(F)(F)F)C(C)C)C1=COC=C1)OC